3-methyl-4-(2-pyridylmethyl)piperazine-1-carboxylate CC1CN(CCN1CC1=NC=CC=C1)C(=O)[O-]